C1(=CC=CC=C1)C=1NC2=C(N1)C=CC=C2 phenyl-benzoimidazole